FC1=CC=C(C=C1)C=1NC(SC1)N/N=C/C=1N=CC=2N(C3=CC=CC=C3C2C1)C 4-(4-Fluorophenyl)-2-(((E)-(9-methyl-β-carbolin-3-yl)methylene)hydrazino)-2,3-dihydrothiazole